[(1S)-2-(tert-butoxycarbonylamino)-1-methyl-ethyl] 4-methylbenzenesulfonate CC1=CC=C(C=C1)S(=O)(=O)O[C@H](CNC(=O)OC(C)(C)C)C